CC1=CC=C(C=C1)C=1NC(C2=C(N1)N(N=C2C)C2=CC=CC=C2)=O 6-(4-methylphenyl)-3-methyl-1-phenyl-1,5-dihydro-4H-pyrazolo[3,4-d]pyrimidin-4-one